3-[5-iodo-7-(trifluoromethyl)-1,3a-diaza-2-indenyl]cyclobutanol IC1=CN2C=C(N=C2C(=C1)C(F)(F)F)C1CC(C1)O